n-Butyl-2-isopropyl-3,4-epoxy-5-methylcyclohexancarboxylat C(CCC)OC(=O)C1C(C2C(C(C1)C)O2)C(C)C